methyl gallate acrylate C(C=C)(=O)O.C(C1=CC(O)=C(O)C(O)=C1)(=O)OC